sodium (Z)-4-((tert-butyloxidoazanylidene)methyl)benzene-1,3-disulfonate CC(C)(C)/[N+](=C/C1=C(C=C(C=C1)S(=O)(=O)[O-])S(=O)(=O)[O-])/[O-].[Na+].[Na+]